CC=1NC2=CC(=CC=C2C1C)C(C#N)(C1=CC=CC=C1)C1=CC=C(C=C1)O 2-(2,3-Dimethyl-1H-indol-6-yl)-2-(4-hydroxyphenyl)-2-phenylacetonitrile